CC1=CC=C(C=C1)C1=CC=C(C=C1)C(=O)Cl 4'-methyl(1,1'-biphenyl)-4-carbonyl chloride